OC1=C(C=CC=C1)C1=CC2=C(N=N1)SC(=C2C)C2CCN(CC2)C2=NC=C(C=N2)N2CCN(CC2)C2=NOC(=C2)C(C(=O)O)C(C)C 2-{3-[4-(2-{4-[3-(2-hydroxyphenyl)-5-methylthieno[2,3-c]pyridazin-6-yl]piperidin-1-yl}pyrimidin-5-yl)piperazin-1-yl]-1,2-oxazol-5-yl}-3-methylbutanoic acid